1-(4-methoxyphenyl)-7-oxo-6-[4-(2-oxo-piperidin-1-yl)-phenyl]-4,5,6,7-tetrahydro-1H-pyrazolo[3,4-c]pyridine-3-carboxamide COC1=CC=C(C=C1)N1N=C(C2=C1C(N(CC2)C2=CC=C(C=C2)N2C(CCCC2)=O)=O)C(=O)N